tert-butyl 7-(3-(methoxy(methyl)amino)-3-oxopropyl)-1-methyl-3,4-dihydroisoquinoline-2(1H)-carboxylate CON(C(CCC1=CC=C2CCN(C(C2=C1)C)C(=O)OC(C)(C)C)=O)C